F[C@H]1C[C@H](N(C1)C(CN1C[C@@H](CC1)NC1=C2C=C(C=NC2=CC=C1)C)=O)C#N (2S,4S)-4-fluoro-1-[2-[(3R)-3-[(3-methyl-5-quinolyl)amino]pyrrolidin-1-yl]acetyl]pyrrolidine-2-carbonitrile